(R,E)-4,4-difluoro-1-(2-methyl-4-(4-((3-methyl-4-((1-methyl-1H-benzo[d][1,2,3]triazol-5-yl)oxy)phenyl)amino)pyrido[3,2-d]pyrimidin-6-yl)piperazin-1-yl)but-2-en-1-one FC(/C=C/C(=O)N1[C@@H](CN(CC1)C=1C=CC=2N=CN=C(C2N1)NC1=CC(=C(C=C1)OC1=CC2=C(N(N=N2)C)C=C1)C)C)F